D(+)-maltose C([C@@H]1[C@H]([C@@H]([C@H]([C@H](O1)O[C@H]([C@@H](CO)O)[C@@H]([C@H](C=O)O)O)O)O)O)O